ClC=1C(=NC=C(C1)Cl)OC1CCC2(C(NC3=CC=C(C=C23)C(=O)NS(=O)(=O)C)=O)CC1 cis-4-[(3,5-dichloro-2-pyridyl)oxy]-N-methylsulfonyl-2'-oxo-spiro[cyclohexane-1,3'-indoline]-5'-carboxamide